C(C)(C)(C)C=1C=C(C=C(C1O)C(C)(C)C)CCC(=O)NCCCCCCNC(CCC1=CC(=C(C(=C1)C(C)(C)C)O)C(C)(C)C)=O bis-[3-(3,5-di-tert-butyl-4-hydroxyphenyl)propionyl]hexamethylenediamine